[La+3].[O-2].[V+5].[O-2].[O-2].[O-2] Vanadium Oxide Lanthanum